C(C1=CC=CC=C1)OC[C@H](NC(=O)OC(C)(C)C)C(=O)N1C[C@@]2(NCC[C@@]2(C1)CCCB1OC(C(O1)(C)C)(C)C)C(=O)OC methyl (3aR,6aR)-5-(O-benzyl-N-(tert-butoxycarbonyl)-L-seryl)-3a-(3-(4,4,5,5-tetramethyl-1,3,2-dioxaborolan-2-yl)propyl)hexahydropyrrolo[3,4-b]pyrrole-6a(1H)-carboxylate